COC1=C(C=CC(=C1)NC1=NC=CC(=N1)NC1=NC(=NC=C1)C1=NC(=CC=C1)C)NS(=O)(=O)C N-[2-methoxy-4-[[4-[[2-(6-methyl-2-pyridyl)pyrimidin-4-yl]amino]pyrimidin-2-yl]amino]phenyl]methanesulfonamide